N-(4-{[6-(5-chloro-2-fluorophenyl)-2H,3H,4H-pyrido[3,2-b][1,4]oxazin-8-yl]amino}pyridin-2-yl)-3-(morpholin-4-yl)propenamide ClC=1C=CC(=C(C1)C=1C=C(C=2OCCNC2N1)NC1=CC(=NC=C1)NC(C=CN1CCOCC1)=O)F